N(N)C1=NC(=CC(=N1)C#N)NC1=CC2=CC=CC=C2C=C1 2-hydrazino-6-(naphthalen-2-ylamino)pyrimidine-4-carbonitrile